C(C)OS(=O)(=O)[O-].C[NH2+]CC methyl-ethyl-ammonium ethyl-sulfate